O=S1(CC2=C(C1)C=C(C=C2)NC2=NNC(=C2)[C@H]2C[C@@H](CO2)N(C(O)=O)C(C)C)=O.ClC2=C1C=CC=NC1=C(C(=C2)[N+](=O)[O-])OC |r| 5-chloro-7-nitro-8-methoxyQuinolin Racemic-trans-5-(3-((2,2-dioxido-1,3-dihydrobenzo[c]thiophen-5-yl)amino)-1H-pyrazol-5-yl)tetrahydrofuran-3-yl-isopropylcarbamate